C12CCCC(C=C1)C2 bicyclo[3.2.1]oct-6-ene